(6-(2,2,2-trifluoro-1-hydroxyethyl)pyridin-3-yl)carbamate FC(C(O)C1=CC=C(C=N1)NC([O-])=O)(F)F